(2-(((2-aminoethyl)(methyl)-amino)methyl)-3-(4,4-bis-(methoxymethyl)cyclohexyl)-6,7-dihydropyrazolo[1,5-a]-pyrazin-5(4H)-yl)(3,3-dimethylcyclobutyl)-methanone NCCN(C)CC1=NN2C(CN(CC2)C(=O)C2CC(C2)(C)C)=C1C1CCC(CC1)(COC)COC